C1(CC1)C(=C)C1=CC=CC=C1 1-Cyclopropylvinylbenzene